C(C)C1=CC=2C=CC(=NC2NC1=O)C=O 6-ethyl-7-oxo-7,8-dihydro-1,8-naphthyridine-2-carbaldehyde